OC1=C(C=C(C=C1)C)C1=NC(=C2N1CCCC2)C2=NC(=CC=C2O)C 2-(3-(2-hydroxy-5-methylphenyl)-5,6,7,8-tetrahydroimidazo[1,5-a]pyridin-1-yl)-6-methylpyridin-3-ol